BrC=1C=C(SC1)[C@@H](N[S@@](=O)C(C)(C)C)C1CCCC1 (S)-N-((S)-(4-bromothiophen-2-yl)(cyclopentyl)methyl)-2-methylpropane-2-sulfinamide